ClC1=CC=C(C=C1)NC([C](CC)C1CCC(CC1)OC1=C(C=NC=C1)C(F)(F)F)=O N-(4-Chlorophenyl)-2-((1r,4r)-4-((3-(trifluoromethyl)pyridin-4-yl)oxy)cyclohexyl)-2λ3-butanamide